ClC=1C=C2C=NC(=NC2=CC1N1CC=2N(CC1)C=NN2)NC=2C=NN(C2Cl)C2CC2 6-chloro-N-(5-chloro-1-cyclopropyl-1H-pyrazol-4-yl)-7-(5,6-dihydro[1,2,4]triazolo[4,3-a]pyrazin-7(8H)-yl)quinazolin-2-amine